NCCNC1=CCN(C1(C)C)CC1=CC=CC=C1 4-((2-aminoethyl)amino)-1-benzyl-5,5-dimethyl-1H-pyrrol